N-(5-chloro-2-(2-methoxyethoxy)phenyl)-1H-pyrrole-2-carboxamide ClC=1C=CC(=C(C1)NC(=O)C=1NC=CC1)OCCOC